2-[2'-hydroxy-3'-(α,α-dimethylbenzyl)-5'-(1,1,3,3-tetramethylbutyl)-phenyl]-benzotriazole OC1=C(C=C(C=C1C(C1=CC=CC=C1)(C)C)C(CC(C)(C)C)(C)C)N1N=C2C(=N1)C=CC=C2